N-[(5-cyclopropyl-1H-1,2,4-triazol-3-yl)carbamothioyl]-benzamide C1(CC1)C1=NC(=NN1)NC(=S)NC(C1=CC=CC=C1)=O